2,5-dimethyl-2,5-hexanediamine CC(C)(CCC(C)(N)C)N